FC(C)C=1OC2=C(C1)C=CC(=C2)[2H] 2-(1-fluoroethyl)(6-2H)-1-benzofuran